C(C)(=O)NCC1(CN(C1)CCNC(OC(C)(C)C)=O)O tert-butyl N-{2-[3-(acetamidomethyl)-3-hydroxyazetidin-1-yl]ethyl}carbamate